N-(2-fluoro-4-methyl-5-(8-morpholinylimidazo[1,2-a]pyridin-6-yl)phenyl)-3-(1-methylcyclopropyl)pyrrolidine-1-carboxamide FC1=C(C=C(C(=C1)C)C=1C=C(C=2N(C1)C=CN2)N2CCOCC2)NC(=O)N2CC(CC2)C2(CC2)C